NC=1C(=NC(=CN1)C=1C=NC(=CC1)F)C(=O)N[C@@H]1[C@H](CCC1)OCC1=CC=C(C=C1)B1OC(C(O1)(C)C)(C)C 3-amino-6-(6-fluoropyridin-3-yl)-N-[(1S,2S)-2-{[4-(4,4,5,5-tetramethyl-1,3,2-dioxaborolan-2-yl)phenyl]methoxy}cyclopentyl]pyrazine-2-carboxamide